C(N)(=O)C1CCC2(CCN(CC2)C(=O)OC(C)(C)C)CC1 tert-butyl 9-carbamoyl-3-azaspiro[5.5]undecane-3-carboxylate